CS[C@@H]1C[C@H](N(C1)C(CNC(C1=CC=C(C=C1)OC1=CC=CC=C1)=O)=O)C(=O)O (2s,4r)-4-(methylsulfanyl)-1-((4-phenoxybenzoyl)glycyl)pyrrolidine-2-carboxylic acid